(S)-1-methyl-1H-pyrazole CN1N=CC=C1